C1(=CC=CC=C1)S(=O)(=O)OCCCCCC.[Ca] calcium hexyl benzenesulfonate